2-(2,6-Dibenzhydryl-4-methylphenyl)-5-(diethylamino)imidazo[1,5-a]pyridin-3-ylidenegold(I) chloride C(C1=CC=CC=C1)(C1=CC=CC=C1)C1=C(C(=CC(=C1)C)C(C1=CC=CC=C1)C1=CC=CC=C1)N1C(N2C(C=CC=C2N(CC)CC)=C1)=[Au-2]Cl